CC1(C(CC2=CC=CC=C12)NC=1C=CC(=NC1)[C@@H](C(F)(F)F)N(C(=O)C1CC2(CCN2C(=O)NC)C1)C)C N6-((1S)-1-(5-((1,1-Dimethyl-2,3-dihydro-1H-inden-2-yl)amino)pyridin-2-yl)-2,2,2-trifluoroethyl)-N1,N6-dimethyl-1-azaspiro[3.3]heptane-1,6-dicarboxamide